Ethyl 5-chloro-2-(4-ethoxyphenyl)thiazole-4-carboxylate ClC1=C(N=C(S1)C1=CC=C(C=C1)OCC)C(=O)OCC